BrC1=CC2=C(N(N=C2C=C1)C)CC(C)O (5-bromo-2-methyl-2H-indazol-3-yl)propan-2-ol